2-chloro-5-(3-oxopropyl)-N-(((3s,5s,7s)-3,5,7-trifluoroadamantan-1-yl)methyl)benzamide ClC1=C(C(=O)NCC23CC4(CC(CC(C2)(C4)F)(C3)F)F)C=C(C=C1)CCC=O